5-chloro-3-fluoro-2-(4-{[(3R)-1-methylpiperidin-3-yl]amino}pyrido[3,4-d]pyridazin-1-yl)phenol ClC=1C=C(C(=C(C1)O)C1=C2C(=C(N=N1)N[C@H]1CN(CCC1)C)C=NC=C2)F